[Cl-].FC(C=1C=CC(=NC1)NC1CCN(CC1)S(=O)(=O)C1=CC=C(C=C1)C=1SC=2C[NH2+]CCC2N1)(F)F 2-(4-((4-((5-(trifluoromethyl)pyridin-2-yl)amino)piperidin-1-yl)sulfonyl)phenyl)-4,5,6,7-tetrahydro-thiazolo[5,4-c]pyridin-5-ium chloride